Imidazolecarboxamide C1=CN=C(N1)C(=O)N